C(C)(C)(C)N1C(NC(=C(C1=O)Cl)C)=O 3-tert-butyl-5-chloro-6-methyluracil